OCCN(C(C=C)=O)C N-hydroxyethyl-N-Methylacrylamide